5-(4-(4-(2,3-dihydro-1H-inden-4-yl)piperazin-1-yl)butoxy)-1,1a,3,7b-tetrahydro-2H-cyclopropa[c]quinolin-2-one C1CCC2=C(C=CC=C12)N1CCN(CC1)CCCCOC=1C=CC=2C3C(C(NC2C1)=O)C3